(tert-Butyldimethylsilanyloxy) pentane-1,5-diylbis(4,4-bis(octyloxy) butanoate) C(CCCCC(C(=O)[O-])CC(OCCCCCCCC)OCCCCCCCC)C(C(=O)OO[Si](C)(C)C(C)(C)C)CC(OCCCCCCCC)OCCCCCCCC